2,3-dihydropyrazolo[5,1-b]oxazol O1C=2N(CC1)N=CC2